butyl (tert-butoxycarbonyl)(3-fluoro-2-nitrophenyl)carbamate C(C)(C)(C)OC(=O)N(C(OCCCC)=O)C1=C(C(=CC=C1)F)[N+](=O)[O-]